(R)-2-(6-((1-(3-hydroxypropyl)piperidin-3-yl)amino)-4-methylpyridazin-3-yl)-5-(prop-1-yn-1-yl)phenol OCCCN1C[C@@H](CCC1)NC1=CC(=C(N=N1)C1=C(C=C(C=C1)C#CC)O)C